C1(=CC(=CC(=C1)C1=CC=C(C=C1)C1=CC=C(C(=O)[O-])C=C1)C1=CC=C(C=C1)C1=CC=C(C(=O)[O-])C=C1)C1=CC=C(C=C1)C1=CC=C(C(=O)[O-])C=C1 4,4',4''-(benzene-1,3,5-triyl-tris(benzene-4,1-diyl)tribenzoate)